C1(CC1)C1CC(N(CC1)CC1=C2C=CNC2=C(C=C1OC)C)C1=CC=C(C(=O)O)C=C1 4-(4-cyclopropyl-1-((5-methoxy-7-methyl-1H-indol-4-yl)methyl)piperidin-2-yl)benzoic acid